C1(=CB=CC=C1)C=CC(=O)O 3-(3-boraphenyl)acrylic acid